CC1=NN(C(=C1)C)C=1C=CC(N(N1)C1CCN(CC1)C(=O)C=1C(=NN(C1)C)OC)=O 6-(3,5-dimethylpyrazol-1-yl)-2-[1-(3-methoxy-1-methylpyrazole-4-carbonyl)piperidin-4-yl]pyridazin-3-one